(4-fluorophenyl)-5-(methylsulfonyl)-1H-pyrazole-3-carboxylic acid FC1=CC=C(C=C1)N1N=C(C=C1S(=O)(=O)C)C(=O)O